5-(2-amino-6-chloro-pyrimidin-4-yl)-4-benzyl-2-methyl-pyrazole-3-carboxylic acid NC1=NC(=CC(=N1)C=1C(=C(N(N1)C)C(=O)O)CC1=CC=CC=C1)Cl